C1(CCCC1)N1C(N(C2=CC=3C(=NN=C(C3C=C21)NC(C)C2=CC(=CC=C2)C(F)(F)F)C)C)=O 3-cyclopentyl-1,8-dimethyl-5-[1-[3-(trifluoromethyl)phenyl]-ethylamino]-imidazo[4,5-g]phthalazin-2-one